ClC1=CC(=C(C=N1)C1=NC=CC(=C1)OCCN1CCOCC1)F 4-(2-((6'-chloro-4'-fluoro-[2,3'-bipyridin]-4-yl)oxy)ethyl)morpholine